O(P([O-])(=O)OP(=O)([O-])[O-])CC=C(C)C 3,3-dimethylallyl pyrophosphate